ethyl (E)-2-methylbut-2-enoate (ethyl tiglate) C(C)C/C(/C(=O)O)=C\C.C/C(/C(=O)OCC)=C\C